O(C1=CC=CC=C1)C1=CC=C(C=C1)C1=NNC(C1)C=1C=C2N=CC=NC2=CC1 6-(3-(4-phenoxyphenyl)-4,5-dihydro-1H-pyrazol-5-yl)quinoxaline